FC1=C(C=CC(=C1)F)C=1NC(=NN1)C1CN(C1)C(=O)OC(C)(C)C tert-butyl 3-(5-(2,4-difluorophenyl)-4H-1,2,4-triazol-3-yl)azetidine-1-carboxylate